(R)-3-amino-4-(4'-((5-chloro-3-fluoropyridin-2-yl)oxy)-[1,1'-biphenyl]-3-yl)butanoic acid hydrochloride Cl.N[C@@H](CC(=O)O)CC=1C=C(C=CC1)C1=CC=C(C=C1)OC1=NC=C(C=C1F)Cl